C(C(C)C)(=O)OC(C)CCCC sec-hexyl isobutyrate